4,4'-(1,4,8,11-tetraazabicyclo[6.6.2]hexadecane-4,11-diyl)bis(5-tert-butoxy-5-oxopentanoic acid) N12CCN(CCCN(CCN(CCC1)C(CCC(=O)O)C(OC(C)(C)C)=O)CC2)C(CCC(=O)O)C(=O)OC(C)(C)C